4-(8,9,10,11-tetrahydro-3H-pyrrolo[3,2-a]phenanthridin-7-yl)benzonitrile C1=CNC=2C1=C1C=3CCCCC3C(=NC1=CC2)C2=CC=C(C#N)C=C2